4-hydroxy-3-nitrobenzal(formaldehyde) OC1=C(C=C(C=C=O)C=C1)[N+](=O)[O-]